BrCCCCC=1C(=C(C2=CC3=CC4=CC=CC=C4C=C3C=C2C1F)C#N)C1=CC=NN1 3-(4-bromobutyl)-4-fluoro-2-(1H-pyrazol-5-yl)-1-naphthacene-carbonitrile